C(C)(C)(C)OC(N[C@@H]1CCCC12CCNCC2)=O.C(C2=CC=CC=C2)[C@H]2C[C@@H](N(C2)C(=O)OC(C)(C)C)C(=O)N[C@H](C(=O)N)C (S)-2-((2R,4S)-4-benzyl-1-(tert-butoxycarbonyl)pyrrolidine-2-carboxamido)propionamide tert-butyl-N-[(1R)-8-azaspiro[4.5]decan-1-yl]carbamate